2-[4-Chloro-5-[(3R,4R)-3-methyl-1-(1H-triazol-4-ylsulfonyl)-4-piperidyl]-1H-imidazol-2-yl]-5-fluoro-pyridine ClC=1N=C(NC1[C@H]1[C@H](CN(CC1)S(=O)(=O)C=1N=NNC1)C)C1=NC=C(C=C1)F